ClC1=CC=C2CCN(C2=C1)S(=O)(=O)C1=C2C=NNC(C2=CC=C1)=O 5-((6-Chloroindolin-1-yl)sulfonyl)phthalazin-1(2H)-one